COC=1C=C2CCN(CC2=CC1NC1=NC=C2C(=N1)N(N=C2)C[C@@H]2[C@H]1C[C@H]1CN2C(C)=O)C |r| 1-[rac-(1S,2S,5R)-2-[[6-[(6-methoxy-2-methyl-3,4-dihydro-1H-isoquinolin-7-yl)amino]pyrazolo[3,4-d]pyrimidin-1-yl]methyl]-3-azabicyclo[3.1.0]hexan-3-yl]ethanone